ClC1=CC=C(C=C1)[C@H](CC1=NOC(=N1)CN1C(N(C=C(C1=O)C)C1CC1)=O)O 3-({3-[(2S)-2-(4-chlorophenyl)-2-hydroxyethyl]-1,2,4-oxadiazol-5-yl}methyl)-1-cyclopropyl-5-methyl-1,2,3,4-tetrahydropyrimidine-2,4-dione